diisopropyl 2,3-diisobutylsuccinate C(C(C)C)C(C(=O)OC(C)C)C(C(=O)OC(C)C)CC(C)C